OC=1SC(=C(N1)[C@@H]1[C@@H](N(CCC1)C(=O)OC)CO[C@@H]1CC[C@@H](CC1)C1=CC=CC=C1)C Methyl (CIS)-3-(2-hydroxy-5-methylthiazol-4-yl)-2-((((CIS)-4-phenylcyclohexyl)oxy)methyl)piperidine-1-carboxylate